perfluorodioxane FC1(OC(C(OC1(F)F)(F)F)(F)F)F